Cl.NCC=1C=CC(=NC1)C=1C(=NOC1C1CC1)C1=NN(C2=NC=NC(=C21)N)C(C)C 3-[4-[5-(aminomethyl)-2-pyridyl]-5-cyclopropyl-isoxazol-3-yl]-1-isopropyl-pyrazolo[3,4-d]pyrimidin-4-amine hydrochloride